CC(C)(C)OC(=O)N1C2CC(C1)(C2)COS(=O)(=O)C 4-{[(methylsulfonyl)oxy]methyl}-2-azabicyclo[2.1.1]hexane-2-carboxylic acid 2-methyl-2-propyl ester